BrC1=C2CC(CN(C2=CN=C1)C(=O)NC=1C=NC(=C(C1)Cl)N1N=CC=N1)C#N 5-Bromo-N-(5-chloro-6-(2H-1,2,3-triazol-2-yl)pyridin-3-yl)-3-cyano-3,4-dihydro-1,7-naphthyridine-1(2H)-carboxamide